2-cyclopropyl-7-methyl-2,4,9,15-tetraazatricyclo[9.4.0.03,8]pentadeca-1(11),3,5,7,12,14-hexaen-10-on C1(CC1)N1C=2N=CC=CC2C(NC2=C(C=CN=C12)C)=O